N,N-bis(2-hydroxyethyl)-p-toluenesulfonamide CC1=CC=C(C=C1)S(=O)(=O)N(CCO)CCO